3-Bromo-5-(2-methylprop-1-enyl)-1-isobutylpyrazole BrC1=NN(C(=C1)C=C(C)C)CC(C)C